Butanoic acid, (2E)-3,7-dimethyl-2,6-octadien-1-yl ester C(CCC)(=O)OC\C=C(\CCC=C(C)C)/C